O1CCN(CC1)CCOC1=CC2=C(N(C=N2)C2=CC=C(C(=N2)N2N=C(C=C2)C(F)(F)F)C(C)=O)C=C1 1-[6-[5-(2-morpholinoethoxy)benzimidazol-1-yl]-2-[3-(trifluoromethyl)pyrazol-1-yl]-3-pyridyl]ethanone